rac-(trans)-3-(6-((6-methoxy-2-methyl-1,2,3,4-tetrahydroisoquinolin-7-yl)amino)-1H-pyrazolo[3,4-d]pyrimidin-1-yl)cyclohexan-1-ol COC=1C=C2CCN(CC2=CC1NC1=NC=C2C(=N1)N(N=C2)[C@@H]2C[C@H](CCC2)O)C